C1(=CC=CC=C1)[B-](C1=CC=CC=C1)(C1=CC=CC=C1)C1=CC=CC=C1.C(CCC)[P+](CCCC)(CCCC)CCCC tetra(n-butyl)phosphonium tetraphenyl-borate